Cl.Cl.N1[C@@H](CNCC1)C(C)(C)O 2-[(2S)-piperazin-2-yl]propan-2-ol dihydrochloride